BrC=1C=C(C(=O)OC)C=CC1C1CC1 methyl 3-bromo-4-cyclopropylbenzoate